5-methylsulfanyl-3-(4-morpholinoanilino)pyrazine-2-carboxylic acid CSC=1N=C(C(=NC1)C(=O)O)NC1=CC=C(C=C1)N1CCOCC1